rac-2-methoxy-1-(4-nitropyridin-2-yl)ethan-1-ol ethyl-2-{3-[(1,3-benzothiazol-2-yl)amino]4-methyl-5H,6H,7H,8H-pyrido[2,3-c]pyridazin-8-yl}-1,3-thiazole-4-carboxylate C(C)C1=C(N=C(S1)N1CCCC2=C1N=NC(=C2C)NC=2SC1=C(N2)C=CC=C1)C(=O)O[C@@H](COC)C1=NC=CC(=C1)[N+](=O)[O-] |r|